C(C)[C@@H]1N(C[C@H](N(C1)C(C)C1=CC2=CC=CC=C2C=C1)CC)C=1C=2C(N(C(C1)=O)C)=CN(N2)CC#N 2-(7-((2S,5R)-2,5-diethyl-4-(1-(naphthalen-2-yl)ethyl)piperazin-1-yl)-4-methyl-5-oxo-4,5-dihydro-2H-pyrazolo[4,3-b]pyridin-2-yl)acetonitrile